BrC=1C=C2C(=CNC2=C(C1)Cl)C(C(Cl)(Cl)Cl)=O 1-(5-bromo-7-chloro-1H-indol-3-yl)-2,2,2-trichloroethanone